ClC=1C(=C(N)C=CC1Cl)OC 3,4-DICHLORO-2-METHOXYANILINE